N,N-dimethyl-2-selenourea CN(C(=[Se])N)C